1,4-dichloro-naphthyridine ClN1CC=C(C2=CC=CN=C12)Cl